BrC1=C(C2=CN(N=C2C=C1)C([2H])([2H])[2H])C=O 5-Bromo-2-(trideuteriomethyl)indazole-4-carbaldehyde